BrCCCCCCCCCCCCC=C 14-bromotetradecene